2,3-dihydrospiro[indene-1,4'-piperidine]-2-amine N1CCC2(CC1)C(CC1=CC=CC=C12)N